C1(CC1)C#C[C@](C(C1=C(C(=CC=C1)[C@@H](C)NC=1C2=C(N=C(N1)C)C=NC(=C2)S(=O)(=O)C)F)(F)F)(O)C |o1:5| (2R or S)-4-cyclopropyl-1,1-difluoro-1-{2-fluoro-3-[(1R)-1-{[6-(methylsulfonyl)-2-methylpyrido[3,4-d]pyrimidin-4-yl]amino}ethyl]phenyl}-2-methylbut-3-yn-2-ol